3-(triethoxysilyl)propyl thiocyanate C(C)O[Si](CCCSC#N)(OCC)OCC